1-(5-Chloropyridin-3-yl)-4-((4-(2-(N-methylmethylsulfonamido)benzamido)phenyl)sulfonyl)piperazine 1-oxide ClC=1C=C(C=NC1)[N+]1(CCN(CC1)S(=O)(=O)C1=CC=C(C=C1)NC(C1=C(C=CC=C1)N(S(=O)(=O)C)C)=O)[O-]